(5-amino-2-((2-hydroxyethylamino)(phenyl)methyl)-8-(pyridin-4-yl)-[1,2,4]triazolo[1,5-c]pyrimidin-7-yl)benzonitrile NC1=NC(=C(C=2N1N=C(N2)C(C2=CC=CC=C2)NCCO)C2=CC=NC=C2)C2=C(C#N)C=CC=C2